(1S,7R)-3-((2-((S)-amino(4,4-difluorocyclohexyl)methyl)imidazo[1,2-b]pyridazin-7-yl)methyl)-8,8-difluoro-3,5-diazabicyclo[5.1.0]octan-4-one N[C@H](C=1N=C2N(N=CC(=C2)CN2C[C@H]3C([C@H]3CNC2=O)(F)F)C1)C1CCC(CC1)(F)F